N-methyl-piperidinesulfonamide CNS(=O)(=O)N1CCCCC1